2-propanone CC(C)=O